ClC1=NC=CC(=C1Cl)SC1=CC=C(C=N1)C1CCC2(CC3=CC=CC=C3[C@H]2N)CC1 (1s,3'S,4R)-4-{6-[(2,3-dichloropyridin-4-yl)sulfanyl]pyridin-3-yl}-1',3'-dihydrospiro[cyclohexane-1,2'-inden]-3'-amine